C(C)C=1C(NC=2C=C(C=NC2C1)CN1C2(CCOC2)CN(CC1)C=1C=CC(=NC1C)C(=O)NC)=O 5-(6-((7-ethyl-6-oxo-5,6-dihydro-1,5-naphthyridin-3-yl)methyl)-2-oxa-6,9-diazaspiro[4.5]decan-9-yl)-N,6-dimethylpicolinamide